NC1=NC=NC2=C(C=CC=C12)C(=O)NC1=C2C=CN=C(C2=CC=C1C)NC1=CC(=CC=C1)Cl 4-Amino-N-(1-((3-chlorophenyl)amino)-6-methylisoquinolin-5-yl)quinazoline-8-carboxamide